O=C(C(=O)OC)C(C(=O)OC)=O dimethyl 2,3-dioxosuccinate